C(=O)(O)CCOCCN(CCN)CCC(=O)O N-carboxyethoxyethyl-N-carboxyethyl-ethylenediamine